1-(5-(([1,1'-Biphenyl]-4-ylmethyl)carbamoyl)-4-hydroxypyridin-2-yl)-1H-pyrazole-4-carboxylic acid C1(=CC=C(C=C1)CNC(=O)C=1C(=CC(=NC1)N1N=CC(=C1)C(=O)O)O)C1=CC=CC=C1